(E)-N'-hydroxy-N-methyl-6-(methyl-(piperidin-4-yl)amino)-N-(2-methylbenzo[d]-oxazol-6-yl)pyridazine-3-carboximidamide O\N=C(\N(C1=CC2=C(N=C(O2)C)C=C1)C)/C=1N=NC(=CC1)N(C1CCNCC1)C